2,2'-(1,4-phenylene)bis(6-sulfo-1H-benzoimidazole-4-sulfonic acid) disodium salt [Na+].[Na+].C1(=CC=C(C=C1)C1=NC2=C(N1)C=C(C=C2S(=O)(=O)O)S(=O)(=O)[O-])C2=NC1=C(N2)C=C(C=C1S(=O)(=O)O)S(=O)(=O)[O-]